N-((1r,4r)-4-acetamidocyclohexyl)-6-(4-cyanophenyl)-4-(isopropylamino)pyrrolo[1,2-b]pyridazine-3-carboxamide C(C)(=O)NC1CCC(CC1)NC(=O)C1=C(C=2N(N=C1)C=C(C2)C2=CC=C(C=C2)C#N)NC(C)C